ClC=1C=C2C=NN(C2=C(C1)C(=O)O)CC1=NC=C(N=C1)C1=CC(=CC=C1)C(F)F 5-chloro-1-((5-(3-(difluoromethyl)phenyl)pyrazin-2-yl)methyl)-1H-indazole-7-carboxylic acid